IC=1C(=CC(=NC1)N(CC1=CC=C(C=C1)OC)CC1=CC=C(C=C1)OC)C 5-iodo-N,N-bis(4-methoxybenzyl)-4-methylpyridin-2-amine